2-((1r,4R)-4-cyclopropoxycyclohexylamino)-4-((R)-1-cyclopropylethyl-amino)pyrimidine-5-carboxamide C1(CC1)OC1CCC(CC1)NC1=NC=C(C(=N1)N[C@H](C)C1CC1)C(=O)N